1,5,7-triazabicyclo[4.4.0]dec-5-enium acetate C(C)(=O)[O-].[NH+]12CCCN=C2NCCC1